2,5-dichloro-N-(4-methoxyphenylethyl)pyrimidin-4-amine ClC1=NC=C(C(=N1)NCCC1=CC=C(C=C1)OC)Cl